1,2,3,5,6,7-Hexahydro-4-isocyanato-1-methyl-s-indacene N(=C=O)C1=C2CCC(C2=CC=2CCCC12)C